CN(C)[Si](C)(C)C (N,N-dimethylamino)-trimethylsilane